CNC1=NC=C2CCN(CC2=C1)C(=O)OC(C)(C)C tert-butyl 7-(methylamino)-3,4-dihydro-2,6-naphthyridine-2(1H)-carboxylate